C(C)(C)(C)OC(=O)N[C@@H]1C(CN(C1)CCCNC(OCC1=CC=CC=C1)=O)(C)C benzyl N-{3-[(4R)-4-{[(tert-butoxy)carbonyl]amino}-3,3-dimethyl pyrrolidin-1-yl]propyl}carbamate